2-(4-chlorophenyl)-2-hydroxyacetic acid methyl ester COC(C(O)C1=CC=C(C=C1)Cl)=O